(1R,2S,5S)-N-[3-amino-1-(cyclopropylmethyl)-2-hydroxy-3-oxo-propyl]-3-[(2S)-2-amino-3,3-dimethyl-butanoyl]-6,6-dimethyl-3-azabicyclo[3.1.0]hexane-2-carboxamide NC(C(C(CC1CC1)NC(=O)[C@@H]1[C@H]2C([C@H]2CN1C([C@H](C(C)(C)C)N)=O)(C)C)O)=O